3,3-diamino-benzidine NC1(CC(=CC=C1N)C1=CC=C(N)C=C1)N